ClC1=C(C=C(OC2CCC3(CN(C3)C(=O)C3CC(C3)(C)O)CC2)C=C1)OC (7-(4-chloro-3-methoxyphenoxy)-2-azaspiro[3.5]non-2-yl)((1s,3s)-3-hydroxy-3-methylcyclobutyl)methanone